(1S,2'S,6'S)-7-chloro-2'-methyl-6'-(1-methyl-1H-1,2,3-triazol-4-yl)spiro[isochroman-1,4'-piperidin]-6-ol ClC1=C(C=C2CCO[C@]3(C[C@@H](N[C@@H](C3)C=3N=NN(C3)C)C)C2=C1)O